4-vinylcyclohexene dicarbonate C(=O)(O)OC(=O)O.C(=C)C1CC=CCC1